4-fluoro-2-iodo-phenol FC1=CC(=C(C=C1)O)I